5-((2,3-difluorobenzyl)oxy)-2-methyl-N-(2-oxopyrrolidin-3-yl)benzofuran-3-carboxamide FC1=C(COC=2C=CC3=C(C(=C(O3)C)C(=O)NC3C(NCC3)=O)C2)C=CC=C1F